S1C=NC=C1C=1C=C2C(=NNC2=CC1)NC(=O)C1CCCCC1 N-(5-(thiazol-5-yl)-1H-indazol-3-yl)cyclohexanecarboxamide